BrC=1C=2C=C3N(C2C=CC1)C(C=C3C3=CC=CC=C3)(O)C(F)(F)F 8-Bromo-1-phenyl-3-(trifluoromethyl)-3H-pyrrolo[1,2-a]indol-3-ol